ClC=1C=C(C=C(C1OCCCCl)Cl)C(C)(C)C1=CC=C(OCC(CO)O)C=C1 3-(4-(2-(3,5-dichloro-4-(3-chloropropoxy)phenyl)propan-2-yl)phenoxy)propane-1,2-diol